3-(tert-Butyl)-N-(4-(6-(3,4-dimethylpiperazin-1-yl)pyrrolo[2,1-f][1,2,4]triazin-4-yl)-2-methylbenzyl)-1,2,4-oxadiazole-5-carboxamide C(C)(C)(C)C1=NOC(=N1)C(=O)NCC1=C(C=C(C=C1)C1=NC=NN2C1=CC(=C2)N2CC(N(CC2)C)C)C